BrC=1C=C(COC2=CC=C(CN3C(COCC3)C(=O)N)C=C2)C=CC1 4-(4-((3-bromobenzyl)oxy)benzyl)morpholine-3-carboxamide